N-(3-(1H-pyrrol-1-yl)propyl)-2-ethyl-6-methylthieno[2,3-d]pyrimidin-4-amine N1(C=CC=C1)CCCNC=1C2=C(N=C(N1)CC)SC(=C2)C